acrylic acid-hydroxyester OOC(C=C)=O